Decenoate C(C=CCCCCCCC)(=O)[O-]